COC1=C(CC=2C(=NC(=NC2C)N)N[C@H](CCSC)CCCC)C=C(C=C1)C=1N=NNN1 (S)-5-(2-methoxy-5-(2H-tetrazol-5-yl)benzyl)-6-methyl-N4-(1-(methylthio)heptan-3-yl)pyrimidine-2,4-diamine